O=C1C=C(N=C2N1C=CC=C2)C(=O)NCC=2N=C1N(C=C(C=C1)CNCCC=1C=NC=CC1)C2 4-oxo-N-((6-({[2-(pyridin-3-yl)ethyl]amino}methyl)imidazo[1,2-a]pyridin-2-yl)methyl)-4H-pyrido[1,2-a]pyrimidine-2-carboxamide